(R)-1-(1-(6-(3-Methoxytetrahydrofuran-3-yl)-4-methylpyridin-2-yl)-3-methyl-1H-pyrazolo[4,3-c]pyridine-6-yl)urea CO[C@@]1(COCC1)C1=CC(=CC(=N1)N1N=C(C=2C=NC(=CC21)NC(=O)N)C)C